5-fluoro-2-hydroxy-3-(thiazol-4-yl)cyclohepta-2,4,6-trien-1-one FC1=CC(=C(C(C=C1)=O)O)C=1N=CSC1